(S)-methyl 3-(benzyloxy)-2-hydroxypropionate C(C1=CC=CC=C1)OC[C@@H](C(=O)OC)O